(2S,4S)-1-[2-[4-[ethyl(6-quinolyl)amino]-1-piperidyl]acetyl]-4-fluoro-pyrrolidine-2-carbonitrile C(C)N(C1CCN(CC1)CC(=O)N1[C@@H](C[C@@H](C1)F)C#N)C=1C=C2C=CC=NC2=CC1